CC=1[CH-]C2=CC=3CCCC3C=C2C1 2-methyl-1,5,6,7-tetrahydro-s-indacene-1-ide